ClC1=C(C=CC(=N1)NN1C(C(=C(C1=O)C)CCC(=O)N(C)OC)=O)C(F)(F)F 3-(1-{[6-chloro-5-(trifluoromethyl)(2-pyridyl)]amino}-4-methyl-2,5-dioxoazolin-3-yl)-N-methoxy-N-methylpropanamide